C(#N)C=1C=NN2C1C(=CC(=C2)C=2C=NN(C2)C)OS(=O)(=O)C(F)(F)F.C(C)(C)(C)OC(=O)N2CCNCC2 piperazine-1-carboxylic acid tert-butyl ester 3-cyano-6-(1-methyl-1H-pyrazol-4-yl)pyrazolo[1,5-a]Pyridin-4-yl-triflate